5-(((S)-1-(3-oxo-3-((S)-3-(trifluoromethyl)-6,7,7a,8,10,11-hexahydropyrazino[1,2-d]pyrido[3,2-b][1,4]diazepine-9(5H)-yl)propoxy)prop-2-yl)amino)-4-(trifluoromethyl)pyridazin-3(2H)-one O=C(CCOC[C@H](C)NC1=C(C(NN=C1)=O)C(F)(F)F)N1C[C@H]2N(C3=C(NCC2)C=C(C=N3)C(F)(F)F)CC1